O[C@@H]1[C@H](CCCC1)NC(C1=CC(=C(C=C1)C)NCC1=CN=C2N1N=CC=C2)=O N-[(1S,2S)-2-hydroxycyclohexyl]-3-{[(imidazo[1,2-b]pyridazin-3-yl)methyl]amino}-4-methylbenzamide